11-{4-[(2-decyl-1-oxododecyl) oxy] butyl}-2-methyl-9-oxo-2,8-diaza-5,10-dioxapentadecan-15-yl 2-decyldodecanoate C(CCCCCCCCC)C(C(=O)OCCCCC(OC(NCCOCCN(C)C)=O)CCCCOC(C(CCCCCCCCCC)CCCCCCCCCC)=O)CCCCCCCCCC